6-bromo-4-ethyl-2-hydroxy-1,2-benzoxaborole BrC1=CC2=C(CB(O2)O)C(=C1)CC